C(#N)C1(CC1)C1=C(C=CC=C1)C1=CC=C(C=C1)[C@H](CO)NC(=O)NC=1N=C(SC1)C#C (R)-1-(1-(2'-(1-cyanocyclopropyl)-[1,1'-biphenyl]-4-yl)-2-hydroxyethyl)-3-(2-ethynyl-thiazol-4-yl)urea